ClC1=C(C(=O)N(CC#C)C2=C(C=C(C=C2)F)C#N)C=C(C=C1)[N+](=O)[O-] 2-chloro-N-(2-cyano-4-fluorophenyl)-5-nitro-N-(prop-2-yn-1-yl)benzamide